C(C)(C)(C)OC(NS(NCC1=CC=C(C=C1)C1=NNC(C2=CC(=CC=C12)OC)=O)(=O)=O)=O (4-(6-methoxy-4-oxo-3,4-dihydro-phthalazin-1-yl)benzyl)sulfamoyl-carbamic acid tert-butyl ester